2-(difluoromethyl)-6-[(2R,4S)-2-(2-methoxypyridin-4-yl)oxan-4-yl]-3-methyl-8-[3-(trifluoromethyl)-1-bicyclo[1.1.1]pentanyl]pyrido[3,4-d]pyrimidin-4-one FC(C=1N(C(C2=C(N1)C(=NC(=C2)[C@@H]2C[C@@H](OCC2)C2=CC(=NC=C2)OC)C21CC(C2)(C1)C(F)(F)F)=O)C)F